1-(1'-(4-chloro-3-fluorophenyl)-1',2'-dihydrospiro[cyclopentane-1,3'-pyrrolo[3,2-b]pyridine]-5'-carbonyl)-3,3-dimethylpiperidine-4-carboxylic acid methyl ester COC(=O)C1C(CN(CC1)C(=O)C1=CC=C2C(=N1)C1(CN2C2=CC(=C(C=C2)Cl)F)CCCC1)(C)C